guanidinopropoxy acrylate C(C=C)(=O)OOCCCNC(=N)N